CN1C[C@@]2(C[C@@H]2C1)C#CC1=C(C=C2C(=NC=NC2=C1)NC1=CC=C(C=C1)OC1=CC=CC=C1)N 7-[2-[(1R,5S)-3-methyl-3-azabicyclo[3.1.0]hexan-1-yl]ethynyl]-N4-(4-phenoxyphenyl)quinazoline-4,6-diamine